4-(tetrahydropyran-2-yloxymethyl)benzaldehyde O1C(CCCC1)OCC1=CC=C(C=O)C=C1